sulfonylpropan-1-ol S(=O)(=O)=C(CC)O